thiazin-6(5H)-one S1NC=CCC1=O